C1(CC1)N1N=C(C(=C1)OC1=CC(=NC=C1)NC=1C=NN(C1)C1CCOCC1)C1=CC=CC=C1 4-((1-cyclopropyl-3-phenyl-1H-pyrazol-4-yl)oxy)-N-(1-(tetrahydro-2H-pyran-4-yl)-1H-pyrazol-4-yl)pyridin-2-amine